[Co].C(#N)C1=CC=2N(N=C1)C(=CC2)C2=CC(=C(C=N2)C2=NN=C(S2)N2[C@@H]1CC[C@H](C2)[C@H]1NC(C)=O)NC(C)C N-((1R,4R,7R)-2-(5-(6-(3-cyanopyrrolo[1,2-b]pyridazin-7-yl)-4-(isopropylamino)pyridin-3-yl)-1,3,4-thiadiazol-2-yl)-2-azabicyclo[2.2.1]hept-7-yl)acetamide cobalt